BrC1=C(C=CC(=C1C)C)NC(=S)NC(C1=CC=CC=C1)=O N-((2-bromo-3,4-dimethylphenyl)thiocarbamoyl)benzamide